2,3-bis[(benzyl)(ethoxy)methoxycarbonyl]-5-norbornene Ruthenium [Ru].C(C1=CC=CC=C1)C(OC(=O)C1C2C=CC(C1C(=O)OC(OCC)CC1=CC=CC=C1)C2)OCC